2-cyclopropyl-1-(3,5-dimethoxybenzyl)-N-(4-(ethylsulfonyl)benzyl)-1H-benzo[d]imidazole-5-carboxamide C1(CC1)C1=NC2=C(N1CC1=CC(=CC(=C1)OC)OC)C=CC(=C2)C(=O)NCC2=CC=C(C=C2)S(=O)(=O)CC